(R)-4-(dideutero(2,4-dimethyl-thiazol-5-yl)methyl)-8-fluoro-1-methyl-N-(1-methylcyclopropyl)-5-oxo-1,2,4,5-tetra-hydroimidazo[1,2-a]quinazoline-7-sulfonamide [2H]C(N1C=2N(C3=CC(=C(C=C3C1=O)S(=O)(=O)NC1(CC1)C)F)[C@@H](CN2)C)(C2=C(N=C(S2)C)C)[2H]